tris(3-methylphenylamino)triphenylamine CC=1C=C(C=CC1)NC1=C(C(=C(C=C1)N(C1=CC=CC=C1)C1=CC=CC=C1)NC1=CC(=CC=C1)C)NC1=CC(=CC=C1)C